(3,5-difluorobenzyl)-2-(pyridin-2-yl)-4,5,6,7-tetrahydro-2H-pyrazolo[3,4-c]pyridin-3-ol FC=1C=C(CC2C=3C(CNC2)=NN(C3O)C3=NC=CC=C3)C=C(C1)F